methyl 5-bromo-2H-1,2,3-triazole-4-carboxylate BrC=1C(=NNN1)C(=O)OC